2-((2R,4S)-4-(4-amino-3-((1,2-dimethyl-1H-benzo[d]imidazol-5-yl)ethynyl)-1H-pyrazolo[4,3-c]pyridin-1-yl)pyrrolidin-2-yl)acetonitrile 2,2,2-trifluoroacetate FC(C(=O)O)(F)F.NC1=NC=CC2=C1C(=NN2[C@H]2C[C@@H](NC2)CC#N)C#CC2=CC1=C(N(C(=N1)C)C)C=C2